N-cyclopropyl-2-methyl-5-[(2S)-2-(trifluoromethylsulfonylamino)propoxy]pyridine-3-carboxamide behenyl-methacrylate C(CCCCCCCCCCCCCCCCCCCCC)OC(C(=C)C)=O.C1(CC1)NC(=O)C=1C(=NC=C(C1)OC[C@H](C)NS(=O)(=O)C(F)(F)F)C